FC1=C(C=CC=C1)[C@@H](C(=O)N1CC2=NN(C=C2C1)S(=O)(=O)C=1C=NN(C1)CCC(F)(F)F)CO (R)-2-(2-fluorophenyl)-3-hydroxy-1-(2-((1-(3,3,3-trifluoropropyl)-1H-pyrazol-4-yl)sulfonyl)-2,6-dihydropyrrolo[3,4-c]pyrazol-5(4H)-yl)propan-1-one